CN1C2CN(C(C1)C2)C/C=C/C(=O)NC2=NC=C(N=C2)C=2C=NC=C(C2)C(C(NC=2SC(=CN2)C(F)(F)F)=O)C (E)-4-(5-methyl-2,5-diazabicyclo[2.2.1]heptan-2-yl)-N-(5-(5-(1-oxo-1-((5-(trifluoromethyl)thiazol-2-yl)amino)propan-2-yl)pyridin-3-yl)pyrazin-2-yl)but-2-enamide